C(C1=CC=CC=C1)N1C(CO[C@H](CC1)COC)=O (R)-4-benzyl-7-(methoxymethyl)-1,4-oxazepan-3-one